2-{6-[5-chloro-2-(methylamino)pyrimidin-4-yl]-1-oxo-2,3-dihydro-1H-isoindol-2-yl}-N-[(1S,2S)-2-hydroxy-1-phenylpentyl]acetamide ClC=1C(=NC(=NC1)NC)C1=CC=C2CN(C(C2=C1)=O)CC(=O)N[C@H]([C@H](CCC)O)C1=CC=CC=C1